allylnickel C(C=C)[Ni]